methyl-6-(2-(8-(2-(dimethylamino)-3-(heptyloxy)propoxy)octyl)cyclopropyl)hexanoate COC(CCCCCC1C(C1)CCCCCCCCOCC(COCCCCCCC)N(C)C)=O